C(#N)CC(=O)N1C[C@@H]([C@@H](CC1)C)N(C=1C2=C(N=CN1)N(C=C2)C(=O)NC2=CC=C(C=C2)C2CCN(CC2)C(=O)OC(C)(C)C)C tert-butyl 4-(4-(4-(((3R,4R)-1-(2-cyanoacetyl)-4-methylpiperidin-3-yl) (methyl)amino)-7H-pyrrolo[2,3-d]pyrimidine-7-carboxamido)phenyl)piperidine-1-carboxylate